OP(=O)(O)CCOCC(C(=O)OCC)=C ethyl 2-[4-(dihydroxy phosphoryl)-2-oxabutyl]acrylate